(S)-5-(6-(2-hydroxy-6-methyl-4-(trifluoromethyl)phenyl)-3-((S)-1-hydroxyethyl)-2H-pyrazolo[3,4-b]pyridin-2-yl)-1-isopropylpiperidin-2-one OC1=C(C(=CC(=C1)C(F)(F)F)C)C=1C=CC=2C(N1)=NN(C2[C@H](C)O)[C@H]2CCC(N(C2)C(C)C)=O